(1S,4S)-N-[4-(3-Cyanophenyl)-5-(2,6-dimethyl-4-pyridyl)thiazol-2-yl]-5-methyl-2,5-diazabicyclo[2.2.1]heptan-2-carboxamid C(#N)C=1C=C(C=CC1)C=1N=C(SC1C1=CC(=NC(=C1)C)C)NC(=O)N1[C@@H]2CN([C@H](C1)C2)C